tert-Butyl ((5-methyl-4-vinylisoxazol-3-yl)methyl)carbamate CC1=C(C(=NO1)CNC(OC(C)(C)C)=O)C=C